2-(3,5-bis(3-cyclopropylpropyl)-2-hydroxyphenyl)acetaldehyde C1(CC1)CCCC=1C(=C(C=C(C1)CCCC1CC1)CC=O)O